Benzyl 1,4-dioxa-8-azaspiro[4.6]undec-9-ene-8-carboxylate O1CCOC12CCN(C=CC2)C(=O)OCC2=CC=CC=C2